C(CCC(=O)[O-])(=O)OC1C(CCC1)OC(=O)OCCl 2-{[(chloromethoxy)carbonyl]oxy}cyclopentyl butanedioate